OC=1C(C2=CC=CC=C2C(C1C=CCCCCCCCCCC)=O)=O 2-Hydroxy-3-n-dodecenyl-1,4-naphthoquinone